3-(7-phenyl-3H-imidazo[4,5-b]pyridin-2-yl)pyrrolidine-1-carbonitrile C1(=CC=CC=C1)C1=C2C(=NC=C1)NC(=N2)C2CN(CC2)C#N